CN1[C@@H](CCC1)COC1=NC=2CC3(CCC2C(=N1)N1CCN(CC1)C(C=C)=O)CCCCC3 (S)-1-(4-(2'-((1-methylpyrrolidin-2-yl)methoxy)-5',8'-dihydro-6'H-spiro[cyclohexane-1,7'-quinazolin]-4'-yl)piperazin-1-yl)prop-2-en-1-one